((S)-2,2-dimethyl-1,3-dioxolan-4-yl)((3S,4S)-4-(3-((1-(6-methyl-5-vinylpyridin-2-yl)azetidin-3-yl)oxy)-4-methoxyphenyl)-3-((R)-1-hydroxyethyl)-3-methylpyrrolidin-1-yl)methanone CC1(OC[C@H](O1)C(=O)N1C[C@@]([C@@H](C1)C1=CC(=C(C=C1)OC)OC1CN(C1)C1=NC(=C(C=C1)C=C)C)(C)[C@@H](C)O)C